tert-Butyl [4-({5-[(biphenyl-4-ylcarbonyl)amino]pyridin-2-yl}oxy)-3-fluorophenyl]methylcarbamate C1(=CC=C(C=C1)C(=O)NC=1C=CC(=NC1)OC1=C(C=C(C=C1)CNC(OC(C)(C)C)=O)F)C1=CC=CC=C1